C(C)(C)OC1=NC=C(C(=O)NC=2C=CC=C3C(=CC=NC23)C=2C=NN(C2)C(C)C)C=C1 6-isopropoxy-N-(4-(1-isopropyl-1H-pyrazol-4-yl)quinolin-8-yl)nicotinamide